S(=O)(=O)(C1=CC=C(C)C=C1)N1C=C(C=2CCC(CC12)C(C(F)(F)F)(C)O)S(=O)(=O)Cl 1-tosyl-6-(1,1,1-trifluoro-2-hydroxypropan-2-yl)-4,5,6,7-tetrahydro-1H-indole-3-sulfonyl chloride